6-chloro-5'-(5-chloro-2-methylphenyl)-2'-(2-fluoro-6-methoxyphenyl)-3'-isopropyl-3'H-spiro[indoline-3,4'-pyrrolo[3,4-d]imidazole]-2,6'(5'H)-dione ClC1=CC=C2C(=C1)NC(C21N(C(C=2N=C(N(C21)C(C)C)C2=C(C=CC=C2OC)F)=O)C2=C(C=CC(=C2)Cl)C)=O